O1[C@@]2(C1)C[C@@]1(C[C@@H]1CC2)CN2C=NC1=C2C=C(C=C1)C#N (((1r,3r,6s)-spiro[bicyclo[4.1.0]heptane-3,2'-oxirane]-1-yl)methyl)-1H-benzo[d]imidazole-6-carbonitrile